FC(C12OC(CC2CC1)C(=O)N)(F)F 1-trifluoromethyl-2-Oxabicyclo[3.2.0]heptane-3-carboxamide